ClC=1C=C(C=NC1)C1=NC(=C2N=CN(C2=N1)[C@H]1[C@@H]([C@@H]([C@H](O1)C(=O)NC([2H])([2H])[2H])O)O)NCC1=CC(=CC(=C1)Cl)Cl (2S,3S,4R,5R)-5-(2-(5-chloropyridin-3-yl)-6-(3,5-dichlorobenzylamino)-9H-purin-9-yl)-3,4-Dihydroxy-N-(methyl-d3)-tetrahydrofuran-2-carboxamide